2-(4-methylphenyl)-4H-benzoquinolin-4-one CC1=CC=C(C=C1)C1=NC2=C3C(=CC=C2C(C1)=O)C=CC=C3